3,5-dicarboxyphenyl-benzene C(=O)(O)C=1C=C(C=C(C1)C(=O)O)C1=CC=CC=C1